CN(CCO)CCO Methyl-diethanolamin